C(#N)C=1C=CC(=C2C=CN=CC12)N1CCN(CC1)C=1N=C2N(C(C1C)=O)C=C(C=C2[C@@H](C)NC2=C(C(=O)O)C=CC=C2)C (R)-2-((1-(2-(4-(8-cyanoisoquinolin-5-yl)piperazin-1-yl)-3,7-dimethyl-4-oxo-4H-pyrido[1,2-a]pyrimidin-9-yl)ethyl)amino)benzoic acid